methyl 2-(6-benzyloxy-1-tert-butoxycarbonyl-pyrrolo[2,3-b]pyridin-2-yl)-5-methoxy-3-methyl-imidazo[1,2-a]pyridine-7-carboxylate C(C1=CC=CC=C1)OC1=CC=C2C(=N1)N(C(=C2)C=2N=C1N(C(=CC(=C1)C(=O)OC)OC)C2C)C(=O)OC(C)(C)C